BrC=1N=C(C(N(C1)C(C)S(=O)(=O)CC)=O)N1[C@@H](COCC1)C 5-bromo-1-(1-(ethylsulfonyl)ethyl)-3-((R)-3-methylmorpholino)pyrazin-2(1H)-one